5,6,8-naphthalenetricarboxylic acid C1=CC=CC2=C(C(=CC(=C12)C(=O)O)C(=O)O)C(=O)O